6-(methylamino)hexane CNCCCCCC